7-Chloro-1-methyl-1,4,5,10-tetrahydro-benzo[b]pyrazolo-[3,4-e][1,4]diazepine ClC=1C=CC2=C(NCC3=C(N2)N(N=C3)C)C1